C1(CCCCC1)[C@H](C)OC1=C(C(=O)NC2CCN(CC2)C)C=C(C(=C1)N1N=C2N(CCCC2)C1=O)F 2-[(1S)-1-cyclohexylethoxy]-5-fluoro-N-(1-methylpiperidin-4-yl)-4-(3-oxo-5,6,7,8-tetrahydro[1,2,4]triazolo[4,3-a]pyridin-2(3H)-yl)benzamide